methyl-piperidine acetate hydrochloride Cl.C(C)(=O)O.CN1CCCCC1